11-eicosenoic acid C(CCCCCCCCCC=CCCCCCCCC)(=O)O